(7-chloro-5-((4-cyclopentyl-3-(trifluoromethyl)benzyl)oxy)-1H-indol-1-yl)propionic acid ClC=1C=C(C=C2C=CN(C12)C(C(=O)O)C)OCC1=CC(=C(C=C1)C1CCCC1)C(F)(F)F